FC(C(=O)O)(F)F.C12CNCCC2(C1)C1=CC=C(C=2N=CC=NC12)C(=O)NC=1C=C(C=2N(C1)C=C(N2)C)F 8-{3-azabicyclo[4.1.0]heptan-6-yl}-N-{8-fluoro-2-methylimidazo[1,2-a]pyridin-6-yl}quinoxaline-5-carboxamide 2,2,2-trifluoroacetate